(S)-5-amino-4-(5-(6-amino-5-cyano-4-(trifluoromethyl)pyridin-2-yl)-1-oxoisoindolin-2-yl)-5-oxopentanoic acid tert-butyl ester C(C)(C)(C)OC(CC[C@@H](C(=O)N)N1C(C2=CC=C(C=C2C1)C1=NC(=C(C(=C1)C(F)(F)F)C#N)N)=O)=O